tert-butyl 8-[3-cyano-1-methyl-7-(4-methyl piperazin-1-yl)-2-oxo-1,2-dihydroquinolin-4-yl]-2,8-diazaspiro[4.5]decane-2-carboxylate C(#N)C=1C(N(C2=CC(=CC=C2C1N1CCC2(CCN(C2)C(=O)OC(C)(C)C)CC1)N1CCN(CC1)C)C)=O